CC=1NC2=CC=CC=C2C(C1C1=CC=C(C=C1)C1=CC=C(C=C1)OC(F)(F)F)=O 2-Methyl-3-(4'-(trifluoromethoxy)-[1,1'-biphenyl]-4-yl)quinolin-4(1H)-one